(Z)-1-(1,2-difluorovinyl)-2,3,4,5,5-pentafluorocyclopenta-1,3-diene F\C(=C/F)\C1=C(C(=C(C1(F)F)F)F)F